bis(3-methylphenyl)-N,N'-diphenyl-(1,1-biphenyl)-4,4'-diamine CC=1C=C(C=CC1)C=1C(=C(C=CC1NC1=CC=CC=C1)C1=CC=C(C=C1)NC1=CC=CC=C1)C1=CC(=CC=C1)C